CN(C1=CC=C(C=C1)C1=CC=CC=C1)C 4-(dimethylamino)biphenyl